NC(=O)[O-] aminomethanate